2-amino-N-((5-(4-cyanothiazol-5-yl)pyridin-2-yl)methyl)-N',3-dimethyl-N'-(pyrimidin-2-yl)quinoline-6-carbohydrazide NC1=NC2=CC=C(C=C2C=C1C)C(=O)N(N(C1=NC=CC=N1)C)CC1=NC=C(C=C1)C1=C(N=CS1)C#N